O-(tert-butyl)hydroxylamine hydrochloride Cl.C(C)(C)(C)ON